O=C1N(CC2=CC(=CC=C12)OCCCCCC(N1CCN(CC1)C1=CC=CC=C1)=O)C1C(NC(CC1)=O)=O 3-(1-oxo-5-((6-oxo-6-(4-phenylpiperazin-1-yl)hexyl)oxy)isoindolin-2-yl)piperidine-2,6-dion